ClC1=NC(=NC(=C1C1CC1)Cl)N 4,6-dichloro-5-cyclopropyl-pyrimidin-2-amine